4-[(4-fluorophenyl)methyl]-7-{[2-(1-methylpyrazol-4-yl)-4-pyridyl]oxy}-2,3-dihydro-1,4-benzoxazepin-5-one FC1=CC=C(C=C1)CN1CCOC2=C(C1=O)C=C(C=C2)OC2=CC(=NC=C2)C=2C=NN(C2)C